C(C)(=O)OC[C@H](CF)OC1=C(C=C(C(=C1)F)Cl)C(CC)(F)F (R)-2-(4-chloro-2-(1,1-difluoropropyl)-5-fluorophenoxy)-3-fluoropropyl acetate